((trifluoromethyl)thio)-1,2,3,4-tetrahydroisoquinoline FC(SC1NCCC2=CC=CC=C12)(F)F